[Br-].CC1=C(C=CC=C1C)[N+]#N 2,3-dimethyl-phenyl-diazonium bromide